(R)-2,6-Difluoro-3-(6-(2-(hydroxymethyl)morpholino)-1-methyl-1H-pyrazolo[3,4-d]pyrimidin-3-yl)-5-(trifluoromethyl)phenol FC1=C(C(=C(C=C1C1=NN(C2=NC(=NC=C21)N2C[C@@H](OCC2)CO)C)C(F)(F)F)F)O